Tert-butyl 4-(3-(1H-indol-6-yl)-5-(4,4,5,5-tetramethyl-1,3,2-dioxaborolan-2-yl)phenyl)piperazine-1-carboxylate N1C=CC2=CC=C(C=C12)C=1C=C(C=C(C1)B1OC(C(O1)(C)C)(C)C)N1CCN(CC1)C(=O)OC(C)(C)C